C(C)(C)(C)OC(=O)C=1C=C(C=CC1)B(O)O 3-(tert-butoxycarbonyl)phenylboronic acid